N-((6-cyclopropylimidazo[1,2-a]pyridin-2-yl)methyl)-6-(methoxyamino)pyridazin-4-amine C1(CC1)C=1C=CC=2N(C1)C=C(N2)CNC2=CN=NC(=C2)NOC